N1-[3-(2,6-Dichloro-4-methoxyphenyl)-2,5-dimethylpyrazolo[1,5-a]pyrimidin-7-yl]-N4-(tetrahydro-2H-pyran-4-yl)-1,4-cyclohexanediamine ClC1=C(C(=CC(=C1)OC)Cl)C=1C(=NN2C1N=C(C=C2NC2CCC(CC2)NC2CCOCC2)C)C